NC1=CC(=C(C(=C1)C)NC(C1=C(C=C(C(=C1)F)N1N=C(N(C1=O)C)CC)O[C@@H](C)CCC)=O)C N-(4-amino-2,6-dimethylphenyl)-4-(3-ethyl-4-methyl-5-oxo-4,5-dihydro-1H-1,2,4-triazol-1-yl)-5-fluoro-2-[(2S)-pent-2-yloxy]benzamide